ClC=1C=CC(=NC1)COC1=CC=CC(=N1)N1C=NN(CC1)CC1=NC2=C(N1C[C@H]1OCC1)C=C(C=C2)C(=O)O (S)-2-((4-(6-((5-chloropyridin-2-yl)methoxy)pyridin-2-yl)-5,6-dihydro-1,2,4-Triazin-1(4H)-yl)methyl)-1-(oxetan-2-ylmethyl)-1H-benzo[d]imidazole-6-carboxylic acid